N-(3-(5-cyano-2-methoxyphenyl)-1-(2-(cyclopentyl(methyl)amino)-2-oxoethyl)-1H-pyrazol-4-yl)pyrazolo[1,5-a]pyrimidine-3-carboxamide C(#N)C=1C=CC(=C(C1)C1=NN(C=C1NC(=O)C=1C=NN2C1N=CC=C2)CC(=O)N(C)C2CCCC2)OC